3-benzyloxy-4-methyl-5-(4,4,5,5-tetramethyl-1,3,2-dioxaborolan-2-yl)pyridine C(C1=CC=CC=C1)OC=1C=NC=C(C1C)B1OC(C(O1)(C)C)(C)C